N-(6-amino-5-methylpyridin-3-yl)-2-(5-methyl-2-(1H-pyrazol-3-yl)piperidin-1-yl)-2-oxoacetamide NC1=C(C=C(C=N1)NC(C(=O)N1C(CCC(C1)C)C1=NNC=C1)=O)C